C(C)(C)(C)OC(=O)N1CCN(CC1)C=1OC=C(N1)C=O 4-(4-formyloxazol-2-yl)piperazine-1-carboxylic acid tert-butyl ester